CN(C(CCOC)=O)C N,N-dimethyl-3-methoxypropanamide